BrC1=C(C(=O)N)C(=CC(=C1)C(F)(F)F)NC 2-bromo-6-(methylamino)-4-(trifluoromethyl)benzamide